barium antimony tellurium sulfur [S].[Te].[Sb].[Ba]